(3R,4R)-1-cyclohexyl-4-{[5-(2,4-difluoro-phenyl)-isoxazole-3-carbonyl]-amino}-piperidine-3-carboxylic acid (2-fluoro-ethyl)-amide FCCNC(=O)[C@@H]1CN(CC[C@H]1NC(=O)C1=NOC(=C1)C1=C(C=C(C=C1)F)F)C1CCCCC1